[(Z)-oct-3-enyl] heptanedioate C(CCCCCC(=O)[O-])(=O)OCC\C=C/CCCC